7-(4-Bromo-2,6-dimethyl-phenyl)-6,8-dioxo-2-azaspiro[3.5]nonane-2-carboxylic acid tert-butyl ester C(C)(C)(C)OC(=O)N1CC2(C1)CC(C(C(C2)=O)C2=C(C=C(C=C2C)Br)C)=O